Sodium t-amylate CCC(C)(C)[O-].[Na+]